NC=1C2=C(N=C(N1)SC)N(C(C(=C2)C2=CC=C(C=C2)OC2=CC=CC=C2)=O)C2CCC1(OCCO1)CC2 4-amino-2-(methylthio)-6-(4-phenoxyphenyl)-8-(1,4-dioxaspiro[4.5]decan-8-yl)pyrido[2,3-d]pyrimidin-7(8H)-one